4-(hydroxymethyl)-3-(N-(2-(piperidin-1-yl)-5-(trifluoromethyl)phenyl)sulfamoyl)benzoic acid OCC1=C(C=C(C(=O)O)C=C1)S(NC1=C(C=CC(=C1)C(F)(F)F)N1CCCCC1)(=O)=O